O=C1C2=C(N=CN1CCC)N=CC(=C2)C=2C=CC(=NC2)NC(CCCC)=O N-(5-(4-oxo-3-propyl-3,4-dihydropyrido[2,3-d]pyrimidin-6-yl)pyridin-2-yl)pentanamide